BrC1=CC=C(C=C1)C1=CC=C(C=C1)C=1SC2=C(N1)C=CC=C2 2-(4'-bromobiphenyl-4-yl)benzo[d]thiazole